C(CCC)OC(=O)N1C(CNC(C1)C1=CC(=CC(=C1)Cl)Br)C butyl-5-(3-bromo-5-chlorophenyl)-2-methylpiperazine-1-carboxylate